(4-naphthalen-2-yl-phenyl)-(1,1':4',1''-terphenyl-4-yl)-amine C1=C(C=CC2=CC=CC=C12)C1=CC=C(C=C1)NC1=CC=C(C=C1)C1=CC=C(C=C1)C1=CC=CC=C1